FC=1C=C2CCNC(C2=CC1)=O 6-Fluoro-3,4-dihydro-2H-isoquinolin-1-one